2,4,6-tri(2'-hydroxyethyl)-1,3,5-triazine OCCC1=NC(=NC(=N1)CCO)CCO